(S)-N-(1-(3-(2-cyclopropylpyridin-4-yl)-1,2,4-oxadiazol-5-yl)ethyl)-2-(trifluoromethyl)isonicotinamide C1(CC1)C1=NC=CC(=C1)C1=NOC(=N1)[C@H](C)NC(C1=CC(=NC=C1)C(F)(F)F)=O